BrC=1C=CC(=C(C(=O)NC2=NC=CC=C2)C1)Cl 5-bromo-2-chloro-N-(pyridin-2-yl)benzamide